3-(1-methyl-6-((S)-3-methyl-4-(piperidin-4-ylmethyl)piperazin-1-yl)-1H-indazol-3-yl)piperidine-2,6-dione CN1N=C(C2=CC=C(C=C12)N1C[C@@H](N(CC1)CC1CCNCC1)C)C1C(NC(CC1)=O)=O